2-(1-(2-chloroacetyl)piperidin-4-yl)-6-cyclopropoxy-N-(imidazo[1,2-b]pyridazin-3-yl)-2H-indazole-5-carboxamide ClCC(=O)N1CCC(CC1)N1N=C2C=C(C(=CC2=C1)C(=O)NC1=CN=C2N1N=CC=C2)OC2CC2